1,1,2,2-tetra(4-bromophenyl) ethylene tert-butyl N-[3-[4-[3-(methylamino)propyl]piperazin-1-yl]propyl]carbamate CNCCCN1CCN(CC1)CCCNC(OC(C)(C)C)=O.BrC1=CC=C(C=C1)C(=C(C1=CC=C(C=C1)Br)C1=CC=C(C=C1)Br)C1=CC=C(C=C1)Br